diphenyl-9,9-spirobifluorene-2,7-diamine C1(=CC=CC=C1)C=1C(=C(C=2C3(C4=CC(=CC=C4C2C1)N)C1=CC=CC=C1C=1C=CC=CC13)C1=CC=CC=C1)N